C(C1=CC=CC=C1)OC(=O)N1C[C@@H](NCC1)COCC1=C(C=CC(=C1)C(=O)OC)Br (R)-3-(((2-bromo-5-(methoxycarbonyl)benzyl)oxy)methyl)piperazine-1-carboxylic acid benzyl ester